(+-)-methyl-2,2-dimethyl-6-methylene-1-cyclohexanecarboxylate COC(=O)[C@@H]1C(CCCC1=C)(C)C |r|